OCC1C(C(N(C1)C=1C=C2C(=NC=NC2=CC1)NC1=CC(=C(C=C1)OC1=CC=2N(C=C1)N=CN2)C)=O)=C 4-(hydroxymethyl)-1-{4-[(3-methyl-4-{[1,2,4]triazolo[1,5-a]pyridin-7-yloxy}phenyl)amino]quinazolin-6-yl}-3-methylidenepyrrolidin-2-one